C(C)S(=O)(=O)C1=CC=CC=2C=3N(C(=NC12)N[C@H]1C(NCCNC1)=O)N=C(N3)C3=CC=C(C=C3)OC (6R)-6-{[7-(ethylsulfonyl)-2-(4-methoxyphenyl)[1,2,4]triazolo[1,5-c]quinazolin-5-yl]amino}-1,4-diazepan-5-one